sec-butylmethacrylate C(C)(CC)OC(C(=C)C)=O